pyridin-2-amine formate C(=O)O.N1=C(C=CC=C1)N